4-fluoro-6-hydroxy-3-[(cis)-3-hydroxy-3-methylcyclobutyl]-1-{[2-(trimethylsilyl)ethoxy]methyl}-1,3-dihydro-1,3-benzimidazol-2-one FC1=CC(=CC=2N(C(N(C21)C2CC(C2)(C)O)=O)COCC[Si](C)(C)C)O